NC1=NC(=NC(=N1)N)Cl 2,4-diamino-6-chloro-s-triazine